C(C(=C)C)(=O)O.O(C1=CC=CC=C1)C(CO)OCCOCCOCCOCCO 2-Phenoxypentaethyleneglycol methacrylat